OP(O)OP(O)O.C(CCCCCCCC)C(O)(C(CO)(CO)CO)CCCCCCCCC bis(nonyl)pentaerythritol diphosphite